BrC=1C=C(C(=O)OC)C=C(C1)I methyl 3-bromo-5-iodobenzoate